2,2'-(1,3-dibromo-5-cyano-4,6-phenylene)diacetonitrile BrC1=CC(=C(C(=C1CC#N)C#N)CC#N)Br